1,4-dipropylpiperidinium acetate C(C)(=O)[O-].C(CC)[NH+]1CCC(CC1)CCC